C(CCC)N(C([S-])=S)CCCC.[Mn+3].C(CCC)N(C([S-])=S)CCCC.C(CCC)N(C([S-])=S)CCCC manganese(III) di-n-butyldithiocarbamate